(2-(dimethylamino)ethyl)-2-(4-(methylthio)phenyl)-5-(2-nitrophenyl)oxazole-4-carboxamide CN(CCNC(=O)C=1N=C(OC1C1=C(C=CC=C1)[N+](=O)[O-])C1=CC=C(C=C1)SC)C